1-Methyl-guanidine CNC(=N)N